Lanthanum Fluorine [F].[La]